FC1=CC=C(C=C1)N1C(=NOCC1)C1=CC2=C(N=CN2)C(=C1)C 4-(4-fluorophenyl)-3-(7-methyl-3H-benzimidazol-5-yl)-5,6-dihydro-1,2,4-oxadiazine